CC1=C(C(=C(C1([Hf]C1(C=CC2=CC=3CC(CC3C=C12)(CC)CC)C(C)C)C)C)C)C pentamethylcyclopentadienyl(1-isopropyl-6,6-diethyl-1,5,6,7-tetrahydro-s-indacenyl)hafnium